COC=1C=C(\C=C\2/C3C(N4N2C(CC4(C)C)=O)C=4C=CC=CC4C3)C=CC1 (E)-10-(3-Methoxybenzylidene)-3,3-dimethyl-2,3,4a,9,9a,10-hexahydro-1H-indeno[1,2-c]pyrazolo[1,2-a]pyrazol-1-one